(6aR,9R,10aR)-1-hydroxy-N-(4-hydroxy-2-methylbutan-2-yl)-6,6-dimethyl-3-(2-methyloctan-2-yl)-6a,7,8,9,10,10a-hexahydro-6H-benzo[c]chromene-9-carboxamide OC1=C2[C@H]3[C@H](C(OC2=CC(=C1)C(C)(CCCCCC)C)(C)C)CC[C@H](C3)C(=O)NC(C)(CCO)C